C(C)C1=C(C=CC=C1)C1(CC2C(N(OC2(C)C)C)C(C1)C)C 5-(2-Ethylphenyl)-1,3,3,5,7-pentamethyloctahydrobenzo[c]isoxazol